(S)-2-(3-(4-(tert-Butoxycarbonyl)-2,3,6-trifluorophenyl)-3-oxopropyl)morpholine-4-carboxylate C(C)(C)(C)OC(=O)C1=C(C(=C(C(=C1)F)C(CC[C@H]1CN(CCO1)C(=O)[O-])=O)F)F